(2-chloroethyl)nitrosourea ClCCN(C(=O)N)N=O